N1=NN(C2=NC=CC=C21)C2=CC(=C(C(=O)N(C1=NC=CC=C1)[C@H]1CNCCC1)C=C2)CC (R)-4-(3H-[1,2,3]triazolo[4,5-b]pyridin-3-yl)-2-ethyl-N-(piperidin-3-yl)-N-(pyridin-2-yl)benzamide